N-(4-{[7-{[2-(Diethylamino)ethyl]oxy}-6-(methyloxy)chinolin-4-yl]oxy}-3-fluorophenyl)-N'-(4-fluorophenyl)-2,2-dimethylcyclopropan-1,1-dicarboxamid C(C)N(CCOC1=C(C=C2C(=CC=NC2=C1)OC1=C(C=C(C=C1)NC(=O)C1(C(C1)(C)C)C(=O)NC1=CC=C(C=C1)F)F)OC)CC